BrC=CCCC bromopentene